C(C1=CC=CC=C1)OC1=C(C(=O)OCC2=CC=CC=C2)C=CC(=C1)N(C(=O)[C@@H]1N(CC1)S(=O)(=O)C1=C(C=C(C=C1F)F)F)CC1=NC=C(N=C1)C1CCCCC1 benzyl (R)-2-(benzyloxy)-4-(N-((5-cyclohexylpyrazin-2-yl)methyl)-1-((2,4,6-trifluorophenyl)sulfonyl)azetidine-2-carboxamido)benzoate